19-fluoro-11-hydroxy-8-(2-hydroxyacetyl)-6,6,9,13-tetramethyl-5,7-dioxapentacyclo[10.8.0.02,9.04,8.013,18]icosa-14,17-dien-16-one FC1C2=CC(C=CC2(C2C(CC3(C4(OC(OC4CC3C2C1)(C)C)C(CO)=O)C)O)C)=O